IC1=CC=C(C=C1)[Cu] (4-iodophenyl)copper